(S)-1-(3,4-difluorophenyl)-5-(5-(3,5-dimethylisoxazol-4-yl)-1-((S)-1,1-dioxotetrahydrothiophen-3-yl)-1H-benzo[d]imidazol-2-yl)pyrrolidin-2-one FC=1C=C(C=CC1F)N1C(CC[C@H]1C1=NC2=C(N1[C@@H]1CS(CC1)(=O)=O)C=CC(=C2)C=2C(=NOC2C)C)=O